6-Chloro-N-ethoxy-4-((4-methyl-2-(N-methylmethylsulfonamido)phenyl)amino)nicotinamide ClC1=NC=C(C(=O)NOCC)C(=C1)NC1=C(C=C(C=C1)C)N(S(=O)(=O)C)C